1-methyl-1H-indazole-6-carboxylic acid methyl ester COC(=O)C1=CC=C2C=NN(C2=C1)C